[(3S)-3-(3,5-difluorophenyl)isoxazolidin-2-yl]methanone FC=1C=C(C=C(C1)F)[C@H]1N(OCC1)C=O